2-amino-5-(4-((1R,5S)-3-isopropyl-3-azabicyclo[3.1.0]Hex-1-yl)phenyl)nicotinic acid TFA salt OC(=O)C(F)(F)F.NC1=C(C(=O)O)C=C(C=N1)C1=CC=C(C=C1)[C@@]12CN(C[C@H]2C1)C(C)C